5-methylol-uracil C(O)C=1C(NC(NC1)=O)=O